FC1=CC=C(CC2NCCC2)C=C1 2-(4-fluorobenzyl)-pyrrolidine